2-methylsulfanyl-4-t-butylamino-cyclopropylamino-1,3,5-triazine CSC1C(C1)NC1=NC=NC(=N1)NC(C)(C)C